perfluoro cyclobutyl-methyl ether C1(CCC1)COF